Cl.C12NCC(C1)(C2)CO 2-azabicyclo[2.1.1]hex-4-ylmethanol, hydrochloride